FC=1C=C(C=CC1NC1=NNC(=C1)C1CC(CC1)C=1OC(=CN1)C(C)C)S(=O)(=O)N 3-fluoro-4-((5-(3-(5-isopropyloxazol-2-yl)cyclopentyl)-1H-pyrazol-3-yl)amino)benzenesulfonamide